CC1(C2(N(C3=CC=CC=C13)CCC(=O)O)OC1=C(C=C2)C=C(C=C1)[N+](=O)[O-])C 3-(3',3'-dimethyl-6-nitrospiro[benzopyran-2,2'-indoline]-1'-yl)propionic acid